N[C@H]1CN(C[C@@H](C1)F)C(=O)C1=CC2=C(N(C(=N2)C2=CC=3C(=NC(=CC3)C3=CC=C(C=C3)C3CC(N3)=O)N2CC2CC2)C)C(=C1)OC 4-[4-(2-{5-[(3R,5R)-3-amino-5-fluoropiperidine-1-carbonyl]-7-methoxy-1-methyl-1H-1,3-benzodiazol-2-yl}-1-(cyclopropylmethyl)-1H-pyrrolo[2,3-b]pyridin-6-yl)phenyl]azetidin-2-one